N-(bis(4-(tributylsilyl)phenyl)phosphaneyl)-N-cyclohexyl-1-(2-methoxyphenyl)-1-(4-(tributylsilyl)phenyl)phosphanamine C(CCC)[Si](C1=CC=C(C=C1)P(N(P(C1=CC=C(C=C1)[Si](CCCC)(CCCC)CCCC)C1=C(C=CC=C1)OC)C1CCCCC1)C1=CC=C(C=C1)[Si](CCCC)(CCCC)CCCC)(CCCC)CCCC